C(C1=CC=CC=C1)OC1=NC(=CC=C1C1=CC=C(OCCO)C=C1)OCC1=CC=CC=C1 2-(4-(2,6-Bis(benzyloxy)pyridin-3-yl)phenoxy)ethanol